N-[(7S)-3-ethoxy-1,2-dimethoxy-10-methylsulfanyl-9-oxo-5,6,7,9-tetrahydrobenzo[a]heptalen-7-yl]amine C(C)OC1=CC2=C(C3=CC=C(C(C=C3[C@H](CC2)N)=O)SC)C(=C1OC)OC